CC1=C(C(=CC=C1)C)NC(=O)C1=CN=C(S1)NC1=NN(C=C1)C N-(2,6-Dimethylphenyl)-2-[(1-methylpyrazol-3-yl)amino]thiazole-5-carboxamide